COC1CCN(CC1)C1=NC2=C(C=C(C=C2C(N1C)=O)C)C(C)NC1=C(C(=O)O)C=CC=C1 2-[1-[2-(4-methoxy-1-piperidyl)-3,6-dimethyl-4-oxo-quinazolin-8-yl]ethylamino]benzoic acid